N[C@@H](C(=O)N[C@@H]1NC2[C@H](C(S[C@H]12)(C)C)C(=O)O)C1=CC=C(C=C1)O (1S,4S,7S)-7-((R)-2-amino-2-(4-hydroxyphenyl)acetamido)-3,3-dimethyl-2-thia-6-azabicyclo[3.2.0]heptane-4-carboxylic acid